4-(dicyclohexylphosphino)-N,N-diisopropyl-1-methyl-1H-pyrazole-5-carboxamide C1(CCCCC1)P(C=1C=NN(C1C(=O)N(C(C)C)C(C)C)C)C1CCCCC1